8-methyl-2-[(Oxocyclohexan-4-yl)methyl]-4,5-dihydro-2H-furo[2,3-g]indazole-7-carboxylic acid ethyl ester C(C)OC(=O)C1=C(C2=C(CCC3=CN(N=C23)CC2CCC(CC2)=O)O1)C